1-[(4-nitrobenzyl)oxy]-1H-imidazole-5-carboxylate [N+](=O)([O-])C1=CC=C(CON2C=NC=C2C(=O)[O-])C=C1